ClC=1C=CC=2C(=NC=C(N2)N2CCC3(CC2)[C@H](C2=CC=CC=C2C3)NC(OC(C)(C)C)=O)N1 tert-butyl (S)-(r-(6-chloropyrido[2,3-b]pyrazin-2-yl)-1,3-dihydrospiro[indene-2,4'-piperidin]-1-yl)carbamate